[Sn]=O.[Ti] titanium-tin oxide